S1(CCC(CC1)C(=O)O)(=O)=O Tetrahydro-2H-thiapyran-4-carboxylic acid 1,1-dioxide